CN(C=NC1=NC(SS1)=S)C N,N-dimethyl-N'-(3-thioxo-3H-1,2,4-dithiazol-5-yl)methanimidamide